CC1C(COC2C1=C1C=CC=CC1=CC2)=O 1-methyl-dihydro-naphthopyran-2-one